Ethyl (2-amino-6-((4-((trifluoromethyl)thio)benzyl)amino)pyridin-3-yl)carbamate NC1=NC(=CC=C1NC(OCC)=O)NCC1=CC=C(C=C1)SC(F)(F)F